5-methyl-4-oxo-7-[3-(pyridin-2-yl)azetidin-1-yl]-1-(1,2,4-thiadiazol-5-yl)-1,4-dihydro-1,8-naphthyridine-3-carboxylic acid CC1=C2C(C(=CN(C2=NC(=C1)N1CC(C1)C1=NC=CC=C1)C1=NC=NS1)C(=O)O)=O